C(C)(C)(C)S([O-])(C)(CC1=CC(=CC(=C1)[N+](=O)[O-])OCCCCCO)=NC(=O)OCC=1C=2N(C=CC1)N=CN2 [1,2,4]triazolo[1,5-a]pyridin-8-yl-methanol (rac)-tert-butyl-[{3-[(5-hydroxypentyl)oxy]-5-nitrobenzyl}(methyl)oxido-λ6-sulfanylidene]carbamate